NC=1SC2=C(N1)C(=CC=C2)C2=C(C=C1C(=NC(=NC1=C2F)OCC21CCCN1C(CC2)=O)N2CCNCC2)Cl 7a-(((7-(2-aminobenzo[d]thiazol-4-yl)-6-chloro-8-fluoro-4-(piperazin-1-yl)quinazolin-2-yl)oxy)methyl)hexahydro-3H-pyrrolizin-3-one